FC(C=1C=C(C=CC1)N1C=CC2=CC=C(C=C12)C(C(=O)N)=C)(F)F (1-(3-(trifluoromethyl)phenyl)-1H-indol-6-yl)acrylamide